2-(iodomethyl)cyclopentanecarboxylic acid methyl ester COC(=O)C1C(CCC1)CI